S(=O)(=O)(O)O.COC1=CC=CC=2N(C3=CC=CC=C3NC12)CC 1-methoxy-5-ethylphenazine sulfate